COC(=O)C=1C=CC=2N(N1)C(=NN2)C2CCOCC2 3-(tetrahydro-2H-pyran-4-yl)-[1,2,4]Triazolo[4,3-b]Pyridazine-6-carboxylic acid methyl ester